FC=1C=CC(=NC1)C(C)O 1-(5-fluoropyridin-2-yl)ethanol